FC(CNC1=NC(NC=C1F)=O)F 4-((2,2-Difluoroethyl)amino)-5-fluoropyrimidin-2(1H)-one